2-(4-chloro-3-fluorophenoxy)-N-{3-[2-(3,4-dimethylphenoxy)acetamido]bicyclo[1.1.1]pentan-1-yl}acetamide ClC1=C(C=C(OCC(=O)NC23CC(C2)(C3)NC(COC3=CC(=C(C=C3)C)C)=O)C=C1)F